NC1=C(C=C(C=C1)Br)/C=C/C(=O)OCC Ethyl (E)-3-(2-amino-5-bromophenyl)acrylate